FC=1C=C(C=CC1B1OC(C(O1)(C)C)(C)C)C1(CN(CC1)C(=O)OC(C)(C)C)O tert-butyl 3-(3-fluoro-4-(4,4,5,5-tetramethyl-1,3,2-dioxaborolan-2-yl)phenyl)-3-hydroxypyrrolidine-1-carboxylate